ClC=1C=CC2=C([C@@H](C[C@@H](O2)C(=O)NC23CC(C2)(C3)C=3N=C(SC3)O[C@@H]3C[C@@H](C3)OC(F)(F)F)O)C1 (2R,4R)-6-chloro-4-hydroxy-N-[3-(2-{[cis-3-(trifluoromethoxy)cyclobutyl]oxy}-1,3-thiazol-4-yl)bicyclo[1.1.1]pent-1-yl]-3,4-dihydro-2H-1-benzopyran-2-carboxamide